O[C@H]1C[C@H](CC1)NC(=O)C1=CC(=NN1[C@@H](C)C1=CC=CC=C1)C(=O)NC N5-((1S,3R)-3-Hydroxycyclopentyl)-N3-methyl-1-((S)-1-phenylethyl)-1H-pyrazole-3,5-dicarboxamide